BrC1=NC2=CC(=CC=C2C(=C1)Cl)O bromo-4-chloroquinolin-7-ol